(R)-(3-Aminopiperidin-1-yl)(2-(3-ethyl-1H-indol-2-yl)-1-methyl-1H-benzo[d]imidazol-5-yl)methanon N[C@H]1CN(CCC1)C(=O)C1=CC2=C(N(C(=N2)C=2NC3=CC=CC=C3C2CC)C)C=C1